(3-methoxy-3-methyl-butyl) 4-methylbenzenesulfonate (3-methoxy-3-methyl-butyl)4-methylbenzenesulfonate COC(CCOS(=O)(=O)C1=CC=C(C=C1)C)(C)C.CC1=CC=C(C=C1)S(=O)(=O)OCCC(C)(C)OC